COC(=O)C=1C(=NNC1)C 3-methyl-pyrazole-4-carboxylic acid methyl ester